(1R,2S,5S)-3-(2-(3-acetyl-7-methyl-5-(2-methylpyrazolo[1,5-a]pyrimidin-6-yl)-1H-indol-1-yl)acetyl)-N-(3-chloro-6-(trifluoromethyl)pyridin-2-yl)-3-azabicyclo[3.1.0]hexane-2-carboxamide C(C)(=O)C1=CN(C2=C(C=C(C=C12)C=1C=NC=2N(C1)N=C(C2)C)C)CC(=O)N2[C@@H]([C@@H]1C[C@@H]1C2)C(=O)NC2=NC(=CC=C2Cl)C(F)(F)F